gold-nickel-palladium [Pd].[Ni].[Au]